2-butyl-4-chloro-1-((5'-chloro-2'-(2H-tetrazol-5-yl)-[1,1'-biphenyl]-4-yl)methyl)-1H-imidazole-5-carboxylic Acid C(CCC)C=1N(C(=C(N1)Cl)C(=O)O)CC1=CC=C(C=C1)C1=C(C=CC(=C1)Cl)C=1N=NNN1